C(C)(C)(C)OC(=O)N(CCC(=O)NC1=C(C2=C(CN(CC2)C(=O)OC(C)(C)C)S1)C=1OC2=C(N1)C(=CC=C2)C)C(C)C tert-Butyl 2-(3-((tert-butoxycarbonyl)(isopropyl)amino)propanamido)-3-(4-methylbenzo[d]oxazol-2-yl)-4,5-dihydrothieno[2,3-c]pyridine-6(7H)-carboxylate